C1(C(C=CC=C1)C)(C)C1=C(C(=C(C=C1)O)CC(C)C)CC(C)C xylenyldiisobutylphenol